Cl.CONC(O)=N methoxyisourea hydrochloride